CC1=C(C=NC=C1)CNC(C1=CC=C(C=C1)C=1C=C2C=CN(C2=CC1)C(CC)=O)=O N-((4-methylpyridin-3-yl)methyl)-4-(1-propionylindol-5-yl)benzamide